4-Nitro-3-((3-phenylpropyl)amino)benzonitrile [N+](=O)([O-])C1=C(C=C(C#N)C=C1)NCCCC1=CC=CC=C1